C(N)(=O)C1=CC(=NC2=C1N=CN=C2N[C@@H]2CN(C[C@H](C2)F)C(=O)OC(C)(C)C)C=2C(=NN(C2)CC)C tert-butyl (3S,5S)-3-{[8-carbamoyl-6-(1-ethyl-3-methyl-1H-pyrazol-4-yl)pyrido[3,2-d]pyrimidin-4-yl]amino}-5-fluoropiperidine-1-carboxylate